(3-(anthracene-9-ylmethoxy)propyl)triethoxysilane C1=CC=CC2=CC3=CC=CC=C3C(=C12)COCCC[Si](OCC)(OCC)OCC